NCC=1C(=NC=CC1)N1CCC2(CC1)CCC(CC2)N(C)C 3-(3-(aminomethyl)pyridin-2-yl)-N,N-dimethyl-3-azaspiro[5.5]undecan-9-amine